((1R,6R,7aS)-1,6-Difluorotetrahydro-1H-pyrrolizin-7a(5H)-yl)methanol F[C@@H]1CCN2C[C@@H](C[C@]12CO)F